COC1=C(C(=CC(=C1)\C=C\C1=CC=CC=C1)OC)C(C)C 1,3-dimethoxy-5-[(E)-2-phenyl-ethenyl]-2-(propan-2-yl)benzene